[O-]S(=O)(=O)C(F)(F)F.C(CCCCCCCCCCC)[NH+]1CCC(CC1)CCC 1-Dodecyl-4-propylpiperidinium triflate